O[C@H]1[C@@H](O[C@@H]([C@H]1O)CO)[N+]1=CC(=CC=C1)C(=O)[O-].[NH3+][C@H](C(=O)[O-])[C@H](CC)C (2S,3S)-2-Ammonio-3-methylpentanoate compound with 1-((2R,3R,4S,5R)-3,4-dihydroxy-5-(hydroxymethyl)tetrahydrofuran-2-yl)pyridine-1-ium-3-carboxylate